4-Bromo-5-hydroxyisobenzofuran-1(3H)-one BrC1=C2COC(C2=CC=C1O)=O